4-(1-Fluorovinyl)benzoic acid FC(=C)C1=CC=C(C(=O)O)C=C1